2'-chloro-3'-fluoro-5'-methoxy-N-(5-(((1r,4r)-4-methoxycyclohexyl)oxy)-1,3,4-thiadiazol-2-yl)-6-methyl-(4,4'-bipyridine)-3-carboxamide ClC1=NC=C(C(=C1F)C1=C(C=NC(=C1)C)C(=O)NC=1SC(=NN1)OC1CCC(CC1)OC)OC